6-[(2-{bis[(2S,3R,4R,5R)-2,3,4,5,6-pentahydroxyhexyl]amino}ethyl)carbamoyl]-1,3-diethyl-1H-1,3-benzodiazol-3-ium trifluoroacetate FC(C(=O)[O-])(F)F.O[C@@H](CN(CCNC(=O)C=1C=CC2=C(N(C=[N+]2CC)CC)C1)C[C@@H]([C@H]([C@@H]([C@@H](CO)O)O)O)O)[C@H]([C@@H]([C@@H](CO)O)O)O